[Cl-].C(CCCCCCCCCCCCCC)[N+](C)(C)C Pentadecyl-trimethyl-ammonium chloride